4-[4-(3,3-dimethyl-2,3-dihydro-1H-indol-5-yl)piperidin-1-yl]-1-methyl-2-oxo-1,2-dihydroquinoline CC1(CNC2=CC=C(C=C12)C1CCN(CC1)C1=CC(N(C2=CC=CC=C12)C)=O)C